N-[5-(sulfamoyl)-4-methyl-1,3-thiazol-2-yl]-N-methyl-2-[4-(2-pyridyl)-phenyl]-acetamide S(N)(=O)(=O)C1=C(N=C(S1)N(C(CC1=CC=C(C=C1)C1=NC=CC=C1)=O)C)C